N-(6-chloropyridin-3-yl)-6-cyclobutoxyisoquinolin-1-amine ClC1=CC=C(C=N1)NC1=NC=CC2=CC(=CC=C12)OC1CCC1